O=C1CC(C2=CC=C(C=C12)OC=1C=C2C(CC(C2=CC1)=O)=O)=O 5-(2,3-dihydro-1,3-dioxo-1h-inden-6-yloxy)-2,3-dihydro-1,3-dioxo-1h-indene